N-(6-amino-5-cyclopropyl-3-pyridyl)-2-[(2R,5S)-5-methyl-2-(2-methylindazol-6-yl)-1-piperidyl]-2-oxo-acetamide NC1=C(C=C(C=N1)NC(C(=O)N1[C@H](CC[C@@H](C1)C)C=1C=CC2=CN(N=C2C1)C)=O)C1CC1